5-(methylsulfonylamino)-1H-indole-2-carboxylic acid CS(=O)(=O)NC=1C=C2C=C(NC2=CC1)C(=O)O